OCCNC1=C(C(=CC=C1)NCCO)C 2,6-Bis(2'-hydroxy-ethylamino)-1-methylbenzol